6-chloro-5-(4,4-difluoropiperidin-1-yl)pyrazine-2-carbonyl azide ClC1=C(N=CC(=N1)C(=O)N=[N+]=[N-])N1CCC(CC1)(F)F